NC=1C=C(C=CC1)NC=1C=C(C(NC1)=O)C1=C2C=CNC2=CC=C1 5-((3-aminophenyl)amino)-3-(1H-indol-4-yl)pyridin-2(1H)-one